PIN-EN C12=C(CCC(C1(C)C)C2)C